Ethyl (6-fluoro-3,4-dihydro-1-naphthyl)acetate FC=1C=C2CCC=C(C2=CC1)CC(=O)OCC